C(C)(C)(C)OC(=O)N[C@H](C(=O)OC)CN1N=C(N=N1)C1=CC=C(C=C1)OC1=NC=C(C=C1F)C=1OC=CN1 Methyl (S)-2-((tert-butoxycarbonyl)amino)-3-(5-(4-((3-fluoro-5-(oxazol-2-yl)pyridin-2-yl)oxy)phenyl)-2H-tetrazol-2-yl)propanoate